hydroxyketene OC=C=O